methyl O-(tert-butyldimethylsilyl)-N-(2-(4-methoxyphenyl)thiazole-4-carbonyl)-L-seryl-L-serinate [Si](C)(C)(C(C)(C)C)OC[C@H](NC(=O)C=1N=C(SC1)C1=CC=C(C=C1)OC)C(=O)N[C@@H](CO)C(=O)OC